(1s,4s)-4-((5-(1-(2,2-difluoroethyl)-2-methyl-1H-imidazo[4,5-b]pyrazin-6-yl)-7H-pyrrolo[2,3-d]pyrimidin-2-yl)amino)-1-ethylcyclohexan-1-ol FC(CN1C(=NC=2C1=NC(=CN2)C2=CNC=1N=C(N=CC12)NC1CCC(CC1)(O)CC)C)F